N'-{(2S,3R,4S)-1-(azetidine-1-carbonyl)-4-fluoro-2-[(2-fluoro-3'-methyl[1,1'-biphenyl]-3-yl)methyl]pyrrolidin-3-yl}-N,N-dimethylsulfuric diamide N1(CCC1)C(=O)N1[C@H]([C@H]([C@H](C1)F)NS(N(C)C)(=O)=O)CC=1C(=C(C=CC1)C1=CC(=CC=C1)C)F